Tetrabutylammonium tris(1-naphthyl)butyl-borate C1(=CC=CC2=CC=CC=C12)C(CCCOB([O-])[O-])(C1=CC=CC2=CC=CC=C12)C1=CC=CC2=CC=CC=C12.C(CCC)[N+](CCCC)(CCCC)CCCC.C(CCC)[N+](CCCC)(CCCC)CCCC